5-chloro-2-cyanopyridin-3-yl 2,4,6-tri-O-acetyl-3-azido-3-deoxy-1-thio-alpha-D-galactopyranoside C(C)(=O)O[C@H]1[C@@H](SC=2C(=NC=C(C2)Cl)C#N)O[C@@H]([C@@H]([C@@H]1N=[N+]=[N-])OC(C)=O)COC(C)=O